3-vinylcyclohexa-3,5-diene-1,2-diol C(=C)C=1C(C(C=CC1)O)O